(R)-1-(4-(2-fluoro-1-methoxypropan-2-yl)pyridin-2-yl)-N-(1-methyl-1H-indazol-7-yl)-1H-pyrazole-4-sulfonamide F[C@](COC)(C)C1=CC(=NC=C1)N1N=CC(=C1)S(=O)(=O)NC=1C=CC=C2C=NN(C12)C